tert-Butyl bromoacetate (tert-Butyl bromoacetate) C(C)(C)(C)C(C(=O)O)Br.BrCC(=O)OC(C)(C)C